N(=[N+]=[N-])CC1=CC(=NN1C1OCCCC1)C1=C(C=CC=C1)[N+](=O)[O-] 5-(azidomethyl)-3-(2-nitrophenyl)-1-(tetrahydro-2H-pyran-2-yl)-1H-pyrazole